2-chloro-1-ethyl-6-[(2-(trifluoromethyl)pyridin-3-yl)thio]-1H-imidazo[4,5-b]pyrazine ClC1=NC=2C(=NC(=CN2)SC=2C(=NC=CC2)C(F)(F)F)N1CC